(S)-N-(7-(3-Hydroxy-3-methylbut-1-yn-1-yl)-5-methyl-4-oxo-2,3,4,5-tetrahydrobenzo[b][1,4]oxazepin-3-yl)-4-(pyridin-2-ylmethyl)-1H-pyrazole-1-carboxamide OC(C#CC1=CC2=C(OC[C@@H](C(N2C)=O)NC(=O)N2N=CC(=C2)CC2=NC=CC=C2)C=C1)(C)C